BrC=1C=CC(=C2C(=CN(C12)C)C#N)Cl 7-Bromo-4-chloro-1-methyl-1H-indole-3-carbonitrile